[Si]([O-])([O-])([O-])O.[Zn+2].[Ag+] silver zinc silicate